CC(C)([S@](=O)NCC1=NC=CC(=C1)C1=CC(=CC=2C=COC21)COC2=C(C=CC=C2OC)CC(=O)OCC)C (+)-(S)-ethyl 2-(2-((7-(2-((1,1-dimethylethylsulfinamido)methyl)pyridin-4-yl)benzofuran-5-yl)methoxy)-3-methoxyphenyl)acetate